2-(2,2,2-trifluoroethoxy)isonicotinamide FC(COC=1C=C(C(=O)N)C=CN1)(F)F